C(C)(=O)N1CCC2(N(C(CS2)=O)CC=2OC(=CC2)C2=CC=CC3=CC=CC=C23)CC1 8-acetyl-4-((5-(naphthalen-1-yl)furan-2-yl)methyl)-1-thia-4,8-diazaspiro[4.5]decan-3-one